6-ethoxy-4-(6-(6-((6-methoxypyridin-3-yl)methyl)-2,6-diazaspiro[3.4]oct-2-yl)pyridin-3-yl)-1H-pyrazolo[3',4':3,4]pyrazolo[1,5-a]pyridine C(C)OC=1C=C(C=2N(C1)N=C1C2C=NN1)C=1C=NC(=CC1)N1CC2(C1)CN(CC2)CC=2C=NC(=CC2)OC